C(C)(C)(C)OC(=O)NC[C@@H]1CC[C@H](CC1)CC(=O)N[C@@H](CC=1C(=C(C(=O)OC(C)(C)C)C=CC1)OC)B1OC2(C3C(C(CC2O1)C3)(C)C)C tert-butyl 3-((2R)-2-(2-(trans-4-((tert-butoxycarbonylamino)methyl)cyclohexyl)acetamido)-2-(2,9,9-trimethyl-3,5-dioxa-4-bora-tricyclo[6.1.1.02,6]dec-4-yl)ethyl)-2-methoxybenzoate